OC=1C=C(CC2=CC=3C(=NOC3C(=O)NC=3SC(=NN3)SC)C=C2)C=CC1OC 5-(3-hydroxy-4-methoxybenzyl)-N-(5-(methylthio)-1,3,4-thiadiazol-2-yl)benzo[c]isoxazole-3-carboxamide